chloro-2'-hydroxy-[1,1'-biphenyl]-3-carboxylic acid tert-butyl ester C(C)(C)(C)OC(=O)C=1C(=C(C=CC1)C1=C(C=CC=C1)O)Cl